FC(C(=O)O)(F)F.IC=1C=CC(=NC1)N1N=CN=C1[C@H](C)N (S)-1-(1-(5-iodopyridin-2-yl)-1H-1,2,4-triazol-5-yl)ethan-1-amine 2,2,2-trifluoroacetate